COC=1C=C(C=CC1OC)C=1N=C2N(CC1)C=C(N=C2)C=2CCNCC2 2-(3,4-dimethoxyphenyl)-7-(1,2,3,6-tetrahydropyridin-4-yl)-4H-pyrazino[1,2-a]pyrimidin